Isopropylaminopropan C(C)(C)NCCC